NCC=1C=C(C=CC1)S(=O)(=O)C1CN(CC(C1)C1CCCCC1)C(=O)N1CCS(CC1)(=O)=O (3-((3-(aminomethyl)phenyl)sulfonyl)-5-cyclohexylpiperidin-1-yl)(1,1-dioxidothiomorpholino)methanone